(3-(3-hydroxyoxetan-3-yl)phenyl)(2-(4-(trifluoromethyl)phenyl)-6,7-dihydrothieno[3,2-c]pyridin-5(4H)-yl)methanone OC1(COC1)C=1C=C(C=CC1)C(=O)N1CC2=C(CC1)SC(=C2)C2=CC=C(C=C2)C(F)(F)F